5-amino-3-(trifluoromethyl)pyridinenitrile NC=1C=C(C(=NC1)C#N)C(F)(F)F